((1-isopropyl-2,3-dihydro-1H-pyrrolo[2,3-b]pyridin-5-yl)methyl)-1-methyl-2-oxo-2,3-dihydro-1H-benzimidazole-5-carboxamide C(C)(C)N1CCC=2C1=NC=C(C2)CN2C(N(C1=C2C=C(C=C1)C(=O)N)C)=O